tert-Butyl 3-(2-amino-6-cyano-7-oxo-6-phenyl-4,5,6,7-tetrahydrobenzo[b]thiophene-3-carboxamido)propanoate NC1=C(C2=C(S1)C(C(CC2)(C2=CC=CC=C2)C#N)=O)C(=O)NCCC(=O)OC(C)(C)C